C=CC=CC=CC=C 1,3,5,7-octatetraene